5-(cyclohexylamino)-5-oxopentanoic acid C1(CCCCC1)NC(CCCC(=O)O)=O